Cl.NCC#CC1=C(C=C(C=C1)NC(C[C@H]1C=2N(C3=C(C(=N1)C1=CC=C(C=C1)Cl)C(=C(S3)C)C)C(=NN2)C)=O)CO (S)-N-(4-(3-aminoprop-1-yn-1-yl)-3-(hydroxymethyl)phenyl)-2-(4-(4-chlorophenyl)-2,3,9-trimethyl-6H-thieno[3,2-f][1,2,4]triazolo[4,3-a][1,4]diazepin-6-yl)acetamide hydrochloride